ClC1=C(C(=O)NC2=C3C=NN(C3=CC=C2)C2=CC=C(C=C2)OC(F)(F)F)C(=CC=C1CNC(C(C)(C)C)=O)Cl 2,6-Dichloro-3-{[(2,2-dimethylpropionyl)amino]methyl}-N-{1-[4-(trifluoromethoxy)phenyl]-1H-indazol-4-yl}benzamide